C(#N)CCCCC1CN(CCC1)C(=O)OC(C)(C)C tert-butyl 3-(4-cyanobutyl)piperidine-1-carboxylate